NCCC[Si](OCCCCCCCCCCCCCCCCCC)(OCCCCCCCCCCCCCCCCCC)OCCCCCCCCCCCCCCCCCC 3-aminopropyl(trioctadecanoxysilane)